3-(4-chloro-6-fluoro-1-oxoisoindolin-2-yl)piperidine-2,6-dione ClC1=C2CN(C(C2=CC(=C1)F)=O)C1C(NC(CC1)=O)=O